(S)-2-amino-N-methyl-3-phenylpropanamide N[C@H](C(=O)NC)CC1=CC=CC=C1